FC(S(=O)(=O)OC1=C2C=NN(C2=CC2=C1C(=C(C=C2)F)C#C[Si](C(C)C)(C(C)C)C(C)C)S(=O)(=O)C(F)(F)F)(F)F 6-fluoro-1-((trifluoromethyl)sulfonyl)-5-((triisopropylsilyl)ethynyl)-1H-benzo[f]indazol-4-yl trifluoromethanesulfonate